NCCC1CC2(C1)CC1(CCN(CC1)C(=O)OCC1=CC=CC=C1)C2 benzyl 2-(2-aminoethyl)-9-azadispiro[3.1.56.14]dodecane-9-carboxylate